3-(4-fluorophenyl)-1-(3-hydroxypropyl)-2,4-dioxo-1,2,3,4-tetrahydropyrimidine-5-carbonyl chloride FC1=CC=C(C=C1)N1C(N(C=C(C1=O)C(=O)Cl)CCCO)=O